tert-butyl (2S,5R)-2,5-diethyl-4-(1-(4-fluoro-2-(trifluoromethyl)phenyl)ethyl)piperazine-1-carboxylate C(C)[C@@H]1N(C[C@H](N(C1)C(C)C1=C(C=C(C=C1)F)C(F)(F)F)CC)C(=O)OC(C)(C)C